tert-Butyl 4-((3,4-dimethoxyphenyl)(4-fluorophenyl)(hydroxy)methyl)piperidine-1-carboxylate COC=1C=C(C=CC1OC)C(C1CCN(CC1)C(=O)OC(C)(C)C)(O)C1=CC=C(C=C1)F